4-piperazinediacetic acid dibutyl ester C(CCC)OC(CN1CCN(CC1)CC(=O)OCCCC)=O